tert-butyl (2S,6R*)-2-{[(1S)-1-cyano-2-[2-fluoro-4-(3-methyl-2-oxo-2,3-dihydro-1,3-benzoxazol-5-yl)phenyl]ethyl]carbamoyl}-6-hydroxy-6-methyl-1,4-oxazepane-4-carboxylate C(#N)[C@H](CC1=C(C=C(C=C1)C=1C=CC2=C(N(C(O2)=O)C)C1)F)NC(=O)[C@H]1OC[C@](CN(C1)C(=O)OC(C)(C)C)(C)O |o1:28|